2-(4-{[5-amino-6-fluoro-7-(8-methyl-2,3-dihydro-1H-pyrido[2,3-b][1,4]oxazin-7-yl)quinazolin-2-yl]amino}phenyl)-N,2-dimethylpropanamide NC1=C2C=NC(=NC2=CC(=C1F)C1=C(C2=C(OCCN2)N=C1)C)NC1=CC=C(C=C1)C(C(=O)NC)(C)C